2-((2S)-1-(2-fluoroacryloyl)-4-(7-hydroxy-2'-(((S)-1-methylpyrrolidin-2-yl)methoxy)-3,4,5',8'-tetrahydro-2H,6'H-spiro[naphthalene-1,7'-quinazolin]-4'-yl)piperazin-2-yl)acetonitrile FC(C(=O)N1[C@H](CN(CC1)C1=NC(=NC=2CC3(CCC12)CCCC1=CC=C(C=C13)O)OC[C@H]1N(CCC1)C)CC#N)=C